2-(6-(trifluoromethyl)pyridin-2-yl)-2,8-diazaspiro[4.5]decan-1-one hydrochloride Cl.FC(C1=CC=CC(=N1)N1C(C2(CC1)CCNCC2)=O)(F)F